1-[4-[4-Chloro-3-(3,3,4,4-tetrafluoropyrrolidin-1-yl)indazol-1-yl]sulfonyl-2-thienyl]ethanone ClC1=C2C(=NN(C2=CC=C1)S(=O)(=O)C=1C=C(SC1)C(C)=O)N1CC(C(C1)(F)F)(F)F